4-(((benzyloxy)carbonyl)amino)-1-(tert-butoxycarbonyl)piperidine-4-carboxylic acid C(C1=CC=CC=C1)OC(=O)NC1(CCN(CC1)C(=O)OC(C)(C)C)C(=O)O